ClC=1C=CC=C2C=C(NC12)C(=O)N1[C@@H]2CC([C@H]([C@H]1C(=O)N[C@@H](C[C@@H]1C(NCC1)=O)\C=C(\S(=O)(=O)C)/F)CC2)(F)F (1S,3S,4S)-2-(7-chloro-1H-indole-2-carbonyl)-5,5-difluoro-N-((S,E)-4-fluoro-4-(methylsulfonyl)-1-((R)-2-oxopyrrolidin-3-yl)but-3-en-2-yl)-2-azabicyclo[2.2.2]octane-3-carboxamide